S1C(=CC=2C=NC=CC21)C(=O)O thieno[3,2-c]Pyridine-2-carboxylic acid